FC(C1=CC=C(C=C1)S(=O)(=O)NC(=O)N1CCCC1)(F)F N-((4-(trifluoromethyl)phenyl)sulfonyl)pyrrolidine-1-carboxamide